(R)-5-(5-(1-methyl-1,2,3,6-tetrahydropyridin-4-yl)-1H-pyrrolo[2,3-b]pyridin-3-yl)-N-(1,1,1-trifluoropropan-2-yl)pyrazolo[1,5-a]pyridine-3-carboxamide CN1CCC(=CC1)C=1C=C2C(=NC1)NC=C2C2=CC=1N(C=C2)N=CC1C(=O)N[C@@H](C(F)(F)F)C